NC1=NC=CC2=C(C=CC=C12)C=1C=C2C(=NN(C2=CC1)C1COCC1)CN1C=CC2=CC=CC(=C12)C(=O)OC methyl 1-((5-(1-aminoisoquinolin-5-yl)-1-(tetrahydrofuran-3-yl)-1H-indazol-3-yl) methyl)-1H-indole-7-carboxylate